C(C)SC1=NC(=NS1)C 5-Ethylthio-3-methyl-1,2,4-thiadiazole